(4-amino-1-piperidyl)-[1-(4-methoxyphenyl)-cyclopropyl]methanone NC1CCN(CC1)C(=O)C1(CC1)C1=CC=C(C=C1)OC